CC1=C(C(=CC=C1)C)C1=CN(C=C1C1(OC1(C1=CC=CC=C1)C1=CC=CC=C1)C1=CC=C(C=C1)OC1=CC=CC=C1)S(=O)(=O)C1=CC=C(C)C=C1 3-(2,6-dimethylphenyl)-4-(2-(4-phenoxyphenyl)-3,3-diphenyloxiran-2-yl)-1-tosyl-1H-pyrrole